O=C(C=C)NC(C=C)=O N-(1-oxo-2-propenyl)-2-propenamide